3-(4-fluorophenyl)propanol FC1=CC=C(C=C1)CCCO